N-(4-((2-(2,6-difluorophenyl)pyridin-4-yl)amino)-7-(3-(4-methylpiperazin-1-yl)propoxy)quinazolin-6-yl)acrylamide FC1=C(C(=CC=C1)F)C1=NC=CC(=C1)NC1=NC=NC2=CC(=C(C=C12)NC(C=C)=O)OCCCN1CCN(CC1)C